C(#C)[C@@]1([C@@H](O[C@@H]([C@H]1O)CO)N1C2=NC=NC(=C2N=C1)NC(C1=CC=CC=C1)(C1=CC=CC=C1)C1=CC=C(C=C1)OC)O (2R,3R,4R,5R)-3-ethynyl-5-(hydroxymethyl)-2-(6-(((4-methoxyphenyl)diphenyl-methyl)amino)-9H-purin-9-yl)tetrahydrofuran-3,4-diol